tert-butyl 2-(8-(benzyloxy)-[1,2,4]triazolo[1,5-a]pyridin-5-yl)acetate C(C1=CC=CC=C1)OC=1C=2N(C(=CC1)CC(=O)OC(C)(C)C)N=CN2